NC1=CC=C(C(=C1O)F)F 6-amino-2,3-difluoro-phenol